ClC1=C(OCC=2C=C(OC3CCN(CC3)CC3=NC4=C(N3C[C@H]3OCC3)C=C(C=C4)C(=O)O)C=CC2)C=CC(=C1)Cl 2-[(4-{3-[(2,4-dichlorophenoxy)methyl]phenoxy}piperidin-1-yl)methyl]-1-{[(2S)-oxetan-2-yl]methyl}-1H-1,3-benzodiazole-6-carboxylic acid